(2S,4R)-N-((R)-1-(4-carbamimidoylthiophen-2-yl)ethyl)-4-fluoro-4-(fluoromethyl)-1-((9-methyl-9H-fluorene-2-carbonyl)glycyl)pyrrolidine-2-carboxamide C(N)(=N)C=1C=C(SC1)[C@@H](C)NC(=O)[C@H]1N(C[C@](C1)(CF)F)C(CNC(=O)C1=CC=2C(C3=CC=CC=C3C2C=C1)C)=O